C(C)C(CNCC1=C(C2=CC=CC=C2C=C1)CC1=C(C=CC2=CC=CC=C12)OC)NCC 1,N1-diethyl-N2-((1-((2-methoxynaphthalen-1-yl)methyl)naphthalen-2-yl)methyl)ethane-1,2-diamine